ClC1=NC2=CC=CC=C2N=C1C1=CC=CC2=CC=CC=C12 2-chloro-3-(1-naphthyl)quinoxaline